CC1=NOC(=C1C=1C=CC(=C(C1)NC(=O)[C@H]1NC(CC1)=O)NC1CC(OCC1)C)C (2S)-N-(5-(3,5-dimethylisoxazol-4-yl)-2-((2-methyltetrahydro-2H-pyran-4-yl)amino)phenyl)-5-oxopyrrolidine-2-carboxamide